FC(C(C)(C)O)(F)C=1C(=C(C=CC1)[C@@H](C)NC1=NC(=NC2=CC3=C(C=C12)C(C(N3CC)=O)(C)C)C)F (R)-4-((1-(3-(1,1-difluoro-2-hydroxy-2-methylpropyl)-2-fluorophenyl)ethyl)amino)-8-ethyl-2,6,6-trimethyl-6H-pyrrolo[3,2-g]quinazolin-7(8H)-one